2-Fluoroacetic acid propyl ester C(CC)OC(CF)=O